1-butyl-N'-(4-bromophenyl)-3-oxo-1,3-dihydroisobenzofuran-5-carboxylic acid hydrazide C(CCC)C1OC(C2=CC(=CC=C12)C(=O)NNC1=CC=C(C=C1)Br)=O